Cl.S1C=NC2=C1C=CC(=C2)C2=NC(=NC=C2OC)NC2=NC=C(C=C2)CN2CCNCC2 4-(benzothiazol-5-yl)-5-methoxy-N-(5-(piperazin-1-ylmethyl)pyridin-2-yl)pyrimidin-2-amine hydrochloride